N-pentanoyl-O-(3-(2-(5,6,7,8-tetrahydro-1,8-naphthyridin-2-yl)ethyl)cyclobutyl)homoserine C(CCCC)(=O)N[C@@H](CCOC1CC(C1)CCC1=NC=2NCCCC2C=C1)C(=O)O